4-((4-(3-Isopropyl-1H-pyrazol-1-yl)pyridin-2-yl)((4-(4-methoxy-3-methylphenyl)bicyclo[2.2.2]octan-1-yl)methyl)carbamoyl)cyclohexyl trans-3-hydroxyazetidine-1-carboxylate OC1CN(C1)C(=O)OC1CCC(CC1)C(N(CC12CCC(CC1)(CC2)C2=CC(=C(C=C2)OC)C)C2=NC=CC(=C2)N2N=C(C=C2)C(C)C)=O